(S)-3-((2-Cyanoquinolin-5-yl)amino)pyrrolidine-1-carboxylic acid tert-butyl ester C(C)(C)(C)OC(=O)N1C[C@H](CC1)NC1=C2C=CC(=NC2=CC=C1)C#N